BrC=1C=CC2=C(N(CCNC2=O)CC)C1 8-bromo-1-ethyl-5-oxo-1,2,3,5-tetrahydro-4H-benzo[e][1,4]diazepine